ClC1=C(C=CC=C1)C=1C(=NN2C1C=C(C=C2)C)C(=O)N2CC(C1(CN(C1)C(C=C)=O)C[C@H]2C)(F)F (R)-1-(7-(3-(2-chlorophenyl)-5-methylpyrazolo[1,5-a]pyridine-2-carbonyl)-5,5-difluoro-8-methyl-2,7-diazaspiro[3.5]nonan-2-yl)prop-2-en-1-one